2',3'-dideoxyinosine [C@@H]1(CC[C@@H](CO)O1)N1C=NC=2C(O)=NC=NC12